C1(=CC=CC=C1)[C@@H]1NCC[C@@H](C1)C(=O)OC methyl (2R,4S)-2-phenylpiperidine-4-carboxylate